2-allylthio-1-(4-amino-3,5-dichlorophenyl)ethane-1-one C(C=C)SCC(=O)C1=CC(=C(C(=C1)Cl)N)Cl